2-(2-Chloro-5-(1-hydroxyethyl)-8-oxothieno[2',3':4,5]pyrrolo[1,2-d][1,2,4]triazin-7(8H)-yl)-N-((R)-1-methylpiperidin-3-yl)acetamide ClC1=CC2=C(C=C3N2C(=NN(C3=O)CC(=O)N[C@H]3CN(CCC3)C)C(C)O)S1